FC1=CC(=C(C=C1)NC1=C(C(=O)OCC)C=CC(=C1)C)C(C)C ethyl 2-((4-fluoro-2-isopropylphenyl)-amino)-4-methyl-benzoate